COC(=O)C1(C(CC1)C1=CN(C2=CC=C(C=C12)OCC1=CC=CC=C1)C1=CC(=C(C=C1)F)C)C (5-(benzyloxy)-1-(4-fluoro-3-methylphenyl)-1H-indol-3-yl)-1-methylcyclobutane-1-carboxylic acid methyl ester